C(C1=CC=CC=C1)OC1=C(C=C(C=C1)F)NC(=S)C1CC1 N-(2-benzyloxy-5-fluoro-phenyl)cyclopropanethiocarboxamide